3-(2-chloro-4'-(2-oxopyridin-1(2H)-yl)-[1,1'-biphenyl]-3-yl)piperidine-2,6-dione ClC1=C(C=CC=C1C1C(NC(CC1)=O)=O)C1=CC=C(C=C1)N1C(C=CC=C1)=O